3-(3',3'-difluoro-6-oxo-6,8-dihydro-2H,7H-spiro[furo[2,3-e]isoindol-3,4'-piperidin]-7-yl)piperidine-2,6-dione FC1(CNCCC12COC1=C3CN(C(C3=CC=C12)=O)C1C(NC(CC1)=O)=O)F